Bis(6-(nonyloxy)-6-oxohexyl) 2-(((2-(dimethylamino)ethoxy)carbonyl)oxy)pentanedioate CN(CCOC(=O)OC(C(=O)OCCCCCC(=O)OCCCCCCCCC)CCC(=O)OCCCCCC(=O)OCCCCCCCCC)C